(benzyloxy)-7-bromo-2-chloro-8-fluoro-6-iodoquinazoline C(C1=CC=CC=C1)OC1=NC(=NC2=C(C(=C(C=C12)I)Br)F)Cl